CC(CCC(=O)OCC)=CC ethyl 4-methyl-4-hexenoate